ClC1=NC(=CC(=N1)C=O)CN1C(C2=CC=CC=C2C1=O)=O 2-Chloro-6-((1,3-dioxoisoindolin-2-yl)methyl)pyrimidine-4-carbaldehyde